(R)-1'-(Aminoglycyl)-6-chloro-5-fluorospiro[benzo[d][1,3]oxazine-4,3'-pyrrolidin] NNCC(=O)N1C[C@@]2(CC1)C1=C(N=CO2)C=CC(=C1F)Cl